O=C1NC(CCC1N1C(C2=CC=CC(=C2C1=O)OCCC1CCN(CC1)C(=O)OC(C)(C)C)=O)=O tert-butyl 4-[2-[2-(2,6-dioxo-3-piperidyl)-1,3-dioxo-isoindolin-4-yl]oxyethyl]piperidine-1-carboxylate